FC=1C=CC=C2C=C(C=NC12)C1=N[C@@H](C(OC2=C1C=CC=C2)(C)C)C |r| rac-5-(8-fluoroquinolin-3-yl)-2,2,3-trimethyl-2,3-dihydrobenzo[f][1,4]oxazepine